((5-chlorobenzo[b]thiophen-2-yl)methyl)carbamic acid tert-butyl ester C(C)(C)(C)OC(NCC1=CC2=C(S1)C=CC(=C2)Cl)=O